BrC1=CC=C(C=C1)/C=C/C(=O)N1CC2(C1)CN(C2)C(C2=CC=C(C=C2)OC)=O (E)-3-(4-bromophenyl)-1-(6-(4-methoxybenzoyl)-2,6-diazaspiro[3.3]hept-2-yl)prop-2-en-1-one